2-methyl-5-pyridinylboronic acid CC1=NC=C(C=C1)B(O)O